7-chloro-4-methoxy-1,3,4,5-tetrahydro-2H-1-benzazepin-2-one ClC=1C=CC2=C(CC(CC(N2)=O)OC)C1